C(C)C1=C(C=C2C(C=C(O2)CN2CCCCC2)=C1C(=O)O)NC1CCOCC1 5-Ethyl-2-(piperidin-1-ylmethyl)-6-((tetrahydro-2H-pyran-4-yl)amino)benzofuran-4-carboxylic acid